benzylidene(1,3-bis(2,4,6-trimethylphenyl)-2,3-dihydrobenzimidazol-2-yl)(tricyclohexylphosphine) ruthenium dichloride [Ru](Cl)Cl.C(C1=CC=CC=C1)=C1C(CCCC1)(P(C1CCCCC1)C1CCCCC1)C1N(C2=C(N1C1=C(C=C(C=C1C)C)C)C=CC=C2)C2=C(C=C(C=C2C)C)C